N-ethyl-N-Propyl-butanamide (benzyl-3-(5-chloro-2-(4-fluoro-1H-pyrazol-1-yl)phenyl)cyclobutyl)carbamate C(C1=CC=CC=C1)C1(CC(C1)C1=C(C=CC(=C1)Cl)N1N=CC(=C1)F)NC(O)=O.C(C)N(C(CCC)=O)CCC